(tert-butyl 2-(4-(4-oxo-3,4-dihydro-phthalazin-1-yl) phenyl) propan-2-yl) carbamate C(N)(OC(C)(CC(C)(C)C)C1=CC=C(C=C1)C1=NNC(C2=CC=CC=C12)=O)=O